8-(4-formylphenyl)-6-methyloct-2,7-dienoic acid tert-butyl ester C(C)(C)(C)OC(C=CCCC(C=CC1=CC=C(C=C1)C=O)C)=O